CN1N=NC2=C1C=C(C=C2)C=2C=CN1N=C(N=CC12)NC=1C=NN(C1)C 5-(1-methyl-1H-benzo[d][1,2,3]triazol-6-yl)-N-(1-methyl-1H-pyrazol-4-yl)pyrrolo[2,1-f][1,2,4]triazin-2-amine